2-[(5-tert-butyl-1,2-oxazol-3-yl)methyl]-6-{5-chloro-2-[(oxacyclohex-4-yl)amino]pyrimidin-4-yl}-2,3-dihydro-1H-isoindol-1-one C(C)(C)(C)C1=CC(=NO1)CN1C(C2=CC(=CC=C2C1)C1=NC(=NC=C1Cl)NC1CCOCC1)=O